S-(4-(Hydroxymethyl)phenyl) ethanethioate C(C)(SC1=CC=C(C=C1)CO)=O